CC1C2=C(C=3N(CC1)C=C(N3)C(F)(F)F)C=CC=C2 7-methyl-2-(trifluoromethyl)-6,7-Dihydro-5H-benzo[c]imidazo[1,2-a]azepine